FC1=C(C=C(C=C1)OC(F)(F)F)NC(CC1=CC=C(C=C1)C1=CC=2N(C=C1)N=CN2)=O N-[2-Fluoro-5-(trifluoromethoxy)phenyl]-2-[4-([1,2,4]triazolo[1,5-a]pyridin-7-yl)phenyl]acetamide